2,4-dichloro-7-ethoxy-5,6-dihydroquinazoline ClC1=NC=2C=C(CCC2C(=N1)Cl)OCC